FC1=C(C=C(C(=C1)N1C[C@H](N([C@H](C1)C)C)C)NC(=O)C1=CN(C(C=C1C(F)(F)F)=O)C)C=1CCN(CC1)C(=O)OC(C)(C)C tert-butyl 4-[2-fluoro-5-[[1-methyl-6-oxo-4-(trifluoromethyl)pyridine-3-carbonyl]amino]-4-[(3R,5S)-3,4,5-trimethylpiperazin-1-yl]phenyl]-3,6-dihydro-2H-pyridine-1-carboxylate